tert-butyl (1R,4S)-2-oxo-7-azabicyclo[2.2.1]heptane-7-carboxylate O=C1[C@H]2CC[C@@H](C1)N2C(=O)OC(C)(C)C